C1C2=C(C=CN1)C(=CC=C2)OC=2C=C(C(OCC)=N)C=CC2 ethyl 3-((1H-benzo[d]pyridine-5-yl)oxy)benzimidate